N(=C=O)CN1C(C2C3C=CC(C2C1=O)C3)=O 4-(isocyanatomethyl)-4-azatricyclo[5.2.1.02,6]dec-8-ene-3,5-dione